N-(5-Dimethylamino-benzothiazol-2-yl)-2-(4-ethanesulfonyl-phenyl)-acetamide CN(C=1C=CC2=C(N=C(S2)NC(CC2=CC=C(C=C2)S(=O)(=O)CC)=O)C1)C